(S)-N-(3-chloro-5-fluorobenzyl)-1-(4-(dicyclobutylphosphoryl)phenyl)-3-hydroxy-2-oxopyrrolidine-3-carboxamide ClC=1C=C(CNC(=O)[C@@]2(C(N(CC2)C2=CC=C(C=C2)P(=O)(C2CCC2)C2CCC2)=O)O)C=C(C1)F